ethyl[(1H-indol-4-yl)methyl]amine C(C)NCC1=C2C=CNC2=CC=C1